FC(C=1C=C(C=CC1)CCN)(F)F 2-(3-trifluoromethylphenyl)ethane-1-amine